dimethylgermyl(1,2-dimethylcyclopentadienyl)(3-isopropylcyclopentadienyl)-zirconium C[GeH](C)[Zr](C1C=C(C=C1)C(C)C)C1(C(=CC=C1)C)C